C1(CC1)[C@@H](C(=O)N1[C@@H]([C@H]2C([C@H]2C1)(C)C)C(=O)N[C@H](CO)C)NC(C(F)(F)F)=O (1R,2S,5S)-3-((S)-2-cyclopropyl-2-(2,2,2-trifluoroacetamido)acetyl)-N-((S)-1-hydroxypropan-2-yl)-6,6-dimethyl-3-azabicyclo[3.1.0]hexane-2-carboxamide